3-benzyl-1-(trans-4-((4-(4-chloro-1H-pyrazol-5-yl)-5-cyanopyrimidin-2-yl)amino)cyclohexyl)-1-(5-(1-methyl-1H-pyrazol-4-yl)pyridin-2-yl)urea C(C1=CC=CC=C1)NC(N(C1=NC=C(C=C1)C=1C=NN(C1)C)[C@@H]1CC[C@H](CC1)NC1=NC=C(C(=N1)C1=C(C=NN1)Cl)C#N)=O